4-(prop-2-yn-1-ylamino)-2-(((S)-2,3,4,5-tetrahydro-3-hydroxybenzo[b][1,4]oxazepin-7-yl)amino)pyrimidine-5-carboxamide C(C#C)NC1=NC(=NC=C1C(=O)N)NC1=CC2=C(OC[C@H](CN2)O)C=C1